ClC1=NC=CC(=N1)C=1C=NC(=C(C1)F)OC(C)C 2-chloro-4-(5-fluoro-6-isopropoxypyridin-3-yl)pyrimidine